[C@@H]12N(C[C@@H](NC1)C2)C=2C(C(C2N(C2=CC=CC=C2)CC2=C(C=C(C=C2)C=2OC(=NN2)C(F)F)F)=O)=O 3-((1S,4S)-2,5-diazabicyclo[2.2.1]hept-2-yl)-4-((4-(5-(difluoromethyl)-1,3,4-oxadiazol-2-yl)-2-fluorobenzyl)(phenyl)amino)cyclobut-3-ene-1,2-dione